C(C=CC1=CC=CC=C1)(=O)C1=C(C2=C(NC1=O)SC=C2)SC 5-cinnamoyl-4-methylthiothieno[2,3-b]pyridin-6(7H)-one